4-((2'S,3S,4'R,5'R)-1-(4-carboxybenzyl)-6-chloro-4'-(3,4-dichlorophenyl)-2'-neopentyl-spiro[indoline-3,3'-pyrrolidine]-5'-carboxamido)-3-methoxybenzoic acid C(=O)(O)C1=CC=C(CN2C[C@@]3([C@@H](N[C@H]([C@@H]3C3=CC(=C(C=C3)Cl)Cl)C(=O)NC3=C(C=C(C(=O)O)C=C3)OC)CC(C)(C)C)C3=CC=C(C=C23)Cl)C=C1